6-Bromo-8-(cyclohexylmethyl)imidazo[1,2-a]pyrazine BrC=1N=C(C=2N(C1)C=CN2)CC2CCCCC2